3-(1-cyclohexylpiperidine-4-yl)-1-((5-(5-(difluoromethyl)-1,3,4-oxadiazole-2-yl)pyridine-2-yl)methyl)-5-fluoro-1,3-dihydro-2H-benzo[d]imidazole-2-one C1(CCCCC1)N1CCC(CC1)N1C(N(C2=C1C=C(C=C2)F)CC2=NC=C(C=C2)C=2OC(=NN2)C(F)F)=O